FC=1C=C(C=CC1)C(CF)C=1C=C2C(=NNC2=CC1)NC(C1=C(C=C(C=C1)N1CCN(CC1)C)NC1CCOCC1)=O N-(5-(1-(3-fluorophenyl)-2-fluoroethyl)-1H-indazol-3-yl)-4-(4-methylpiperazin-1-yl)-2-((tetrahydro-2H-pyran-4-yl)amino)benzamide